2-{7-[1-carboxy-2-(4-ethoxyphenyl)ethyl]-4,10-bis(carboxylatomethyl)-1,4,7,10-tetraazacyclododecan-1-yl}pentanoat C(=O)(O)C(CC1=CC=C(C=C1)OCC)N1CCN(CCN(CCN(CC1)CC(=O)[O-])C(C(=O)[O-])CCC)CC(=O)[O-]